C1(=CC=C(C=C1)[B-](C1=CC=C(C=C1)C)(C1=CC=C(C=C1)C)C1=CC=C(C=C1)C)C.C[NH+](C)C trimethylammonium tetrakis(p-tolyl)borate